N'-(3,3-difluorocyclobutyl)-5-((7-fluoro-2,3-dihydrobenzo[b][1,4]dioxin-5-yl)amino)-7-(methylamino)pyrazolo[1,5-a]pyrimidine-3-carbohydrazide FC1(CC(C1)NNC(=O)C=1C=NN2C1N=C(C=C2NC)NC2=CC(=CC=1OCCOC12)F)F